(Z)-2-(2-bromo-7-hydroxy-hept-2-en-1-yl)-4-hydroxycyclopent-2-enone Br\C(\CC=1C(CC(C1)O)=O)=C/CCCCO